C(C)N(C(=O)C1CN(C(C(=C1)C=1C=CC=C2C=CNC12)CO)C)CC N,N-diethyl-6-(hydroxymethyl)-5-(1H-indol-7-yl)-1-methyl-1,2,3,6-tetrahydropyridine-3-carboxamide